Cl.Cl.Cl.NC1(CCN(CC1)C1=NC2=CC=C(C=C2C(=N1)NC1=NNC(=C1F)C1CC1)C=1CCNCC1)C 2-(4-amino-4-methylpiperidin-1-yl)-N-(5-cyclopropyl-4-fluoro-1H-pyrazol-3-yl)-6-(1,2,3,6-tetrahydropyridin-4-yl)quinazolin-4-amine, trihydrochloride